oxacyclohexadec-13-en-2-one O1C(CCCCCCCCCCC=CCC1)=O